NC1(CCN(CC1)C1=NC=C(C=N1)OCC1=CC=CC=C1)CO (4-amino-1-(5-(benzyloxy)pyrimidin-2-yl)piperidin-4-yl)methanol